7-Methoxy-1-[[4-methyl-6-(4-methylimidazol-1-yl)-3-pyridinyl]sulfonyl]benzimidazole COC1=CC=CC2=C1N(C=N2)S(=O)(=O)C=2C=NC(=CC2C)N2C=NC(=C2)C